C(CC)C1=CC=CC=C1 n-propylbenzen